P(OCCCCCCCCCCCCCCCCCC)(OCCCCCCCCCCCCCCCCCC)OCCCCCCCCCCCCCCCCCC trin-octadecyl phosphite